tert-Butyl (3R)-3-({5-[2,4-difluoro-5-(methoxycarbonyl)phenyl]-1-trityl-1H-indazol-3-yl}carbamoyl)piperidine-1-carboxylate FC1=C(C=C(C(=C1)F)C(=O)OC)C=1C=C2C(=NN(C2=CC1)C(C1=CC=CC=C1)(C1=CC=CC=C1)C1=CC=CC=C1)NC(=O)[C@H]1CN(CCC1)C(=O)OC(C)(C)C